C(C)(C)(C)OC(=O)N1CC(C1)N1N=CC(=C1)N 3-(4-amino-1H-pyrazol-1-yl)azetidine-1-carboxylic acid tert-butyl ester